BrCC(NCCCC[C@H](NC(COCCOCCNC(COCCOCCNC(CC[C@H](NC(CCCCCCCCCCCCCCCCC(=O)O)=O)C(=O)O)=O)=O)=O)C(=O)O)=O (8S,31S)-1-Bromo-2,10,19,28,33-pentaoxo-12,15,21,24-tetraoxa-3,9,18,27,32-pentaazanonatetracontane-8,31,49-tricarboxylic acid